1-(2-oxo-2-(5-(4-(trifluoromethoxy)phenyl)isoindolin-2-yl)ethyl)-1H-1,2,4-triazole-3-carbonitrile O=C(CN1N=C(N=C1)C#N)N1CC2=CC=C(C=C2C1)C1=CC=C(C=C1)OC(F)(F)F